methyl 5-chloro-1H-indole-4,7-dicarboxylate ClC1=C(C=2C=CNC2C(=C1)C(=O)[O-])C(=O)OC